ClC1=CC=C2C(=N1)C(N(C2)C2CCSCC2)=O 2-chloro-6-(thian-4-yl)-5H-pyrrolo[3,4-b]pyridin-7-one